ClC1=CC=C2C(=NC(NC2=C1)=O)N(C1=CC(=CC=C1)C#CC(C)(C)O)C 7-chloro-4-[3-(3-hydroxy-3-methyl-but-1-ynyl)-N-methyl-anilino]-1H-quinazolin-2-one